OCCC=C(C(=O)O)C.C(C(=C)C)(=O)OCCO 2-hydroxyethyl methacrylate (2-Hydroxyethyl Methacrylate)